C(C)N(CC)CC1=CC2=C(C(N(CCO2)C[C@@H](CN2CC3=CC=CC=C3CC2)O)=O)C=C1 8-(diethylaminomethyl)-4-[(2R)-3-(3,4-dihydro-1H-isoquinolin-2-yl)-2-hydroxy-propyl]-2,3-dihydro-1,4-benzoxazepin-5-one